1-heptyloctyl 4-[3-[cyclopropylmethyl(methyl)amino]propylsulfanylcarbonyl-[4-(1-heptyloctoxy)-4-oxo-butyl]amino]butanoate C1(CC1)CN(CCCSC(=O)N(CCCC(=O)OC(CCCCCCC)CCCCCCC)CCCC(=O)OC(CCCCCCC)CCCCCCC)C